ethyl 5-(cyclopentylmethyl)-4H-1,2,4-triazole-3-carboxylate C1(CCCC1)CC=1NC(=NN1)C(=O)OCC